(2,4-difluoro-6-methoxy-phenyl)boronic acid FC1=C(C(=CC(=C1)F)OC)B(O)O